C(CCOCCOCCOCCOCCC#N)#N 4,7,10,13-tetraoxahexadecanedinitrile